5-(4-((7-oxa-4-azaspiro[2.5]oct-4-yl)methyl)phenyl)-2-oxo-6-(trifluoromethyl)-1,2-dihydropyridine-3-carboxamide C1CC12N(CCOC2)CC2=CC=C(C=C2)C=2C=C(C(NC2C(F)(F)F)=O)C(=O)N